aminoethyl-l-selenocysteine NCCN[C@@H](C[SeH])C(=O)O